tert-butyl (2R,6S)-4-(8-bromocinnolin-5-yl)-2,6-dimethylpiperazine-1-carboxylate BrC=1C=CC(=C2C=CN=NC12)N1C[C@H](N([C@H](C1)C)C(=O)OC(C)(C)C)C